3-(((5-(difluoromethoxy)-1-methyl-3-(trifluoromethyl)-1H-pyrazol-4-yl)methyl)sulfonyl)-5,5-dimethyl-4,5-dihydro-isoxazole FC(OC1=C(C(=NN1C)C(F)(F)F)CS(=O)(=O)C1=NOC(C1)(C)C)F